S1C=NC2=C1C(=CC=C2)[C@@H](C=2N=NN(C2)C2CCN(CC2)C(C)(C)C)NC=2C=C1C(=C(C=NC1=C(C2)Cl)C#N)NCC(C)(C)C (S)-6-((benzo[d]thiazol-7-yl(1-(1-(tert-butyl)piperidin-4-yl)-1H-1,2,3-triazol-4-yl)methyl)amino)-8-chloro-4-(neopentylamino)quinoline-3-carbonitrile